2,6-diethyl-anilinediazonium C(C)C1=C(N[N+]#N)C(=CC=C1)CC